2-[[(1S,2S,3S,5R)-2,6,6-trimethylnorborn-3-yl]carbamoyl]-1H-pyrrolo[2,3-c]pyridine-5-carboxylic acid C[C@H]1[C@H]2C(CC([C@@H]1NC(=O)C1=CC=3C(=CN=C(C3)C(=O)O)N1)C2)(C)C